tert-butyl (S)-4-((3-(3-(3,4-dimethylbenzyl)-2,4-dioxotetrahydropyrimidin-1(2H)-yl)pyrazolo[1,5-a]pyridin-5-yl)methyl)-2-methylpiperazine-1-carboxylate CC=1C=C(CN2C(N(CCC2=O)C=2C=NN3C2C=C(C=C3)CN3C[C@@H](N(CC3)C(=O)OC(C)(C)C)C)=O)C=CC1C